N4-(2-dimethylphosphonoanilino)pyrimidine-2,4-diamine COP(=O)(OC)C1=C(NNC2=NC(=NC=C2)N)C=CC=C1